C1(=CC=CC=C1)C(N1C=NC(=C1)[C@H]1[C@@H](C1)C(=O)O)(C1=CC=CC=C1)C1=CC=CC=C1 trans-2-[1-(triphenylmethyl)-1H-imidazol-4-yl]cyclopropane-1-carboxylic acid